(1,1-dioxothien-2-yl)methylamine hydrochloride Cl.O=S1(C(=CC=C1)CN)=O